ClC=1C=C(C=CC1F)NC(N(CC1=CN=C(C2=CC=CC=C12)OCC1=NC=CC=C1)C)=O 3-(3-Chloro-4-fluorophenyl)-1-methyl-1-((1-(pyridin-2-ylmethoxy)isoquinolin-4-yl)methyl)urea